i-propyl acetate C(C)(=O)OC(C)C